N1(C=CC=C1)C1=CC=C(C=C1)Cl 4-(pyrrol-1-yl)-1-chlorobenzene